C(CCCCCCCC\C=C/C\C=C/C\C=C/C\C=C/CCCC(=O)N)CCCCC\C=C/C\C=C/C\C=C/C\C=C/CCCC(=O)N butylenebisarachidonic acid amide